(4-amino-2,6-dichlorophenoxy)-4-cyclohexylpyridazin-3(2H)-one NC1=CC(=C(ON2N=CC=C(C2=O)C2CCCCC2)C(=C1)Cl)Cl